(S)-quinuclidin-3-yl (5-(2,3-dihydrobenzofuran-5-yl)-2,2-dimethyl-2,3-dihydro-1H-inden-1-yl)carbamate O1CCC2=C1C=CC(=C2)C=2C=C1CC(C(C1=CC2)NC(O[C@@H]2CN1CCC2CC1)=O)(C)C